FC(OC1=C(C=CC(=C1)OC(F)F)C(\C=C\C1=CC=C(C=C1)O)=O)F (E)-1-[2,4-Bis(difluoromethoxy)phenyl]-3-(4-hydroxyphenyl)prop-2-en-1-one